C1(CC1)C1=NNC(=N1)C1CC2(CN(C2)C(=O)N2CC(C2)C2=CC=C(C=C2)C2(CC2)S(=O)(=O)C(F)(F)F)C1 [6-(3-cyclopropyl-1H-1,2,4-triazol-5-yl)-2-azaspiro[3.3]heptan-2-yl]-[3-[4-(1-triflylcyclopropyl)phenyl]azetidin-1-yl]methanone